C1(=CC=CC=C1)C1CC=C(CC1)C1=CC(=CC=C1)C 1-(4-phenyl-1-cyclohexen-1-yl)-3-methylbenzene